N-[4-(2,2'-binaphthyl-6-yl)phenyl]-N-[9,9'-spirobi[9H-fluoren]-2-yl]dibenzofuran-4-amine C1=C(C=CC2=CC(=CC=C12)C1=CC=C(C=C1)N(C1=CC=CC2=C1OC1=C2C=CC=C1)C1=CC=2C3(C4=CC=CC=C4C2C=C1)C1=CC=CC=C1C=1C=CC=CC13)C1=CC3=CC=CC=C3C=C1